N1CC(C1)C1=CC(=C(CN2CCC(CC2)C(=O)OC)C(=C1)C)C methyl 1-(4-(azetidin-3-yl)-2,6-dimethylbenzyl)piperidine-4-carboxylate